(2S)-2-({5-[(1S)-1-[(5-chloro-2-methylpyridin-3-yl)amino]ethyl]thiophen-2-yl}formamido)-N-(3-cyanocyclopentyl)-3-cyclopentylpropanamide ClC=1C=C(C(=NC1)C)N[C@@H](C)C1=CC=C(S1)C(=O)N[C@H](C(=O)NC1CC(CC1)C#N)CC1CCCC1